C(CCCC)N(C(=O)N)CCCCCCCCC N-pentyl-N-nonylurea